C1(CC1)C=1C=C(C=2N(C(C=C(N2)N2CCCCC2)=O)C1)C(C)NC1=C(C(=O)O)C=CC=C1 2-((1-(7-cyclopropyl-4-oxo-2-(piperidin-1-yl)-4H-pyrido[1,2-a]pyrimidin-9-yl)ethyl)amino)benzoic acid